The molecule is an organophosphate oxoanion obtained by deprotonation of the phosphate OH groups of 3-dehydro-D-glucose-6-phosphate. It is a conjugate base of a 3-dehydro-D-glucose-6-phosphate. C([C@@H]1[C@H](C(=O)[C@H](C(O1)O)O)O)OP(=O)([O-])[O-]